Sodium (pertechnetate) [Tc](=O)(=O)(=O)[O-].[Na+]